O=C1NC(CCC1N1C(C2=CC=C(C=C2C1=O)N1CC(C1)C#CC=1C=NN(C1)C(C(=O)NC1=C(C=C(C=C1)C(F)(F)F)C=1C=NN(C1)C)(C)C)=O)=O 2-(4-((1-(2-(2,6-dioxopiperidin-3-yl)-1,3-dioxoisoindolin-5-yl)azetidin-3-yl)ethynyl)-1H-pyrazol-1-yl)-2-methyl-N-(2-(1-methyl-1H-pyrazol-4-yl)-4-(trifluoromethyl)phenyl)propanamide